[Cl-].[Cl-].C[SiH](C)[Ti](NC(C)(C)C)(C1(C(=C(C(=C1)C)C)C)C)C1(C(=C(C(=C1)C)C)C)C dimethylsilyldi(tetramethylcyclopentadienyl)(tert-butylamino)titanium dichloride